CC=1C=C2C=C(C(NC2=C(C1)C)=O)CN(C(NC1=CC=C(C(=O)N)C=C1)=O)CCO 4-(3-((6,8-dimethyl-2-oxo-1,2-dihydroquinolin-3-yl)methyl)-3-(2-hydroxyethyl)ureido)benzamide